BrC=1C=C2C(=NC=NC2=CC1)C1=CC=C(C=C1)N1CCN(CC1)CCO[Si](C)(C)C(C)(C)C 6-bromo-4-(4-(4-(2-((tert-butyldimethylsilyl)oxy)ethyl)piperazin-1-yl)phenyl)quinazoline